2-PROPANYL ACETATE C(C)(=O)OC(C)C